2-bromo-N-cyclopropyl-N-methylacetamide CN(C1CC1)C(=O)CBr